Tert-butyl 2-(6-(benzylthio)-8-bromoimidazo[1,2-a]pyridine-3-carbonyl)hydrazine-1-carboxylate C(C1=CC=CC=C1)SC=1C=C(C=2N(C1)C(=CN2)C(=O)NNC(=O)OC(C)(C)C)Br